ClC1=NC(=C(C(=C1Cl)CC(=O)O)Cl)O (2,3,5-trichloro-6-hydroxy-pyridin-4-yl)-acetic acid